The molecule is an N-carbamoyl-L-alpha-amino acid derived from L-methionine. It is a N-carbamoyl-L-alpha-amino acid and a L-methionine derivative. It is a conjugate acid of a N-carbamoyl-L-methioninate. It is an enantiomer of a N-carbamoyl-D-methionine. CSCC[C@@H](C(=O)O)NC(=O)N